N1=C(C=CC=C1NC=1C=C(C(=O)N[C@@H]2[C@H](CCCC2)O)C=C(C1C)F)C=1C=NC=CC1 3-[([2,3-bipyridin]-6-yl)amino]-5-fluoro-N-[(1S,2S)-2-hydroxycyclohexyl]-4-methylbenzamide